(S)-3-isopropyl-6-((1-(5,6,7,8-tetrahydronaphthalen-2-yl)ethyl)amino)-pyrimidine-2,4(1H,3H)-dione C(C)(C)N1C(NC(=CC1=O)N[C@@H](C)C1=CC=2CCCCC2C=C1)=O